BrC1=CC(=C(C=C1C(C)C)N[C@@H]1CN(CCC1)C(=O)OC(C)(C)C)[N+](=O)[O-] tert-butyl (S)-3-((4-bromo-5-isopropyl-2-nitrophenyl)amino)piperidine-1-carboxylate